6-(4-ethoxyphenyl)-N-((2-fluoro-5-methoxyphenyl)methoxy-d2)pyrazine-2-carboxamide C(C)OC1=CC=C(C=C1)C1=CN=CC(=N1)C(=O)NOC([2H])([2H])C1=C(C=CC(=C1)OC)F